tert-butyl (1-(N,N-dimethylsulfamoyl)piperidin-4-yl)carbamate CN(S(=O)(=O)N1CCC(CC1)NC(OC(C)(C)C)=O)C